C(C)[C@]1(COCC=2CN3CC=4C(=CC=5C6=C(CCN(C46)O)C(=C(C5)F)C)C3=CC21)O (1R,9s)-9-ethyl-5-fluoro-1,9-dihydroxy-4-methyl-2,3,12,15-tetrahydrobenzo[de]pyrano[3',4':6,7]indolizino[1,2-h]quinoline